3-(3-chloro-4-hydroxybenzoamido)-N-[2-(2-methoxyphenyl)ethyl]thiophene-2-carboxamide ClC=1C=C(C(=O)NC2=C(SC=C2)C(=O)NCCC2=C(C=CC=C2)OC)C=CC1O